N-(cyclopropylmethyl)-N-[[2-fluoro-4-(trifluoromethyl)phenyl]methyl]azetidin-3-amine C1(CC1)CN(C1CNC1)CC1=C(C=C(C=C1)C(F)(F)F)F